4-[2-(pyrrolidin-1-yl)ethoxy]pyridin-2-amine N1(CCCC1)CCOC1=CC(=NC=C1)N